(E)-1-[2-Hydroxy-6-[(2R,3S,4R,5S,6S)-3,4,5-trihydroxy-6-(hydroxymethyl)oxan-2-yl]oxyphenyl]-3-(4-nitrophenyl)prop-2-en-1-one OC1=C(C(=CC=C1)O[C@H]1O[C@H]([C@H]([C@H]([C@@H]1O)O)O)CO)C(\C=C\C1=CC=C(C=C1)[N+](=O)[O-])=O